benzoic acid, chloride C(C1=CC=CC=C1)(=O)Cl